[Cl-].[Cl-].C[NH+](CC(=O)CCCCCCCCCCCC)C.C[NH+](C)CC(CCCCCCCCCCCC)=O dimethyl-[2-(dodecyl)-2-oxoethyl]azanium dichloride